vinylidene bisphosphonate P(OC(=C)OP([O-])=O)([O-])=O